bis(2,4-dinitro-6-methylphenyl)oxalate [N+](=O)([O-])C1=C(C(=CC(=C1)[N+](=O)[O-])C)OC(C(=O)OC1=C(C=C(C=C1C)[N+](=O)[O-])[N+](=O)[O-])=O